4-[4-[2-amino-1-(4-fluorophenyl)ethyl]phenyl]-3-(2-methyl-6-morpholin-4-ylpyrimidin-4-yl)oxybenzonitrile NCC(C1=CC=C(C=C1)F)C1=CC=C(C=C1)C1=C(C=C(C#N)C=C1)OC1=NC(=NC(=C1)N1CCOCC1)C